C(C)OC(=O)C1=C(NC(=N[C@H]1C1=C(C(=CC=C1)F)C)C=1SC=CN1)CN1CC([C@@H]2N(CC[C@@H]21)C(C(=O)O)C)(F)F 2-((cis)-4-(((S)-5-(ethoxycarbonyl)-6-(3-fluoro-2-methylphenyl)-2-(thiazol-2-yl)-3,6-dihydropyrimidin-4-yl)methyl)-6,6-difluorohexahydropyrrolo[3,2-b]pyrrol-1(2H)-yl)propanoic acid